CN1N=CC(=C1NC(O[C@H](C)C=1C(=NC=CC1)F)=O)C1=NC=C(C=N1)NC(=O)[C@H]1[C@@H](C1)C(F)(F)F (R)-1-(2-fluoropyridin-3-yl)ethyl (1-methyl-4-(5-((1R,2R)-2-(trifluoromethyl)cyclopropane-1-carboxamido)pyrimidin-2-yl)-1H-pyrazol-5-yl)carbamate